(S)-1-(3-chloro-4-methoxyphenyl)-6-(1-(3,3-difluorocyclobutyl)-5-(3,5-dimethylisoxazol-4-yl)-1H-benzo[d]imidazol-2-yl)piperidin-2-one ClC=1C=C(C=CC1OC)N1C(CCC[C@H]1C1=NC2=C(N1C1CC(C1)(F)F)C=CC(=C2)C=2C(=NOC2C)C)=O